(S)-2-((2-(2,3,6-Trifluoro-4-(methoxycarbonyl)phenyl)-7-methylimidazo[1,2-a]pyridin-3-yl)methyl)morpholine-4-carboxylic acid methyl ester COC(=O)N1C[C@@H](OCC1)CC1=C(N=C2N1C=CC(=C2)C)C2=C(C(=C(C=C2F)C(=O)OC)F)F